BrC=1C=C(C(=C(C1)[C@H](CC(=O)OCC)NC(C(CC(C)C)N1C(C=C(C(=C1)CCN(C)C)C(F)(F)F)=O)=O)F)C (S)-ethyl 3-(5-bromo-2-fluoro-3-methylphenyl)-3-(2-(5-(2-(dimethylamino)ethyl)-2-oxo-4-(trifluoromethyl)pyridin-1(2H)-yl)-4-methylpentanamido)propanoate